P(=O)(O)(O)OC[C@H]([C@H]([C@@H](CC(C(=O)[O-])=O)O)O)O 7-phospho-2-dehydro-3-deoxy-D-arabino-heptonate